(S)-5-(4-(1-((5-(2-fluoropyridin-4-yl)thiazolo[5,4-b]pyridin-2-yl)oxy)ethyl)piperidin-1-yl)-3-isopropyl-1,2,4-oxadiazole FC1=NC=CC(=C1)C1=CC=C2C(=N1)SC(=N2)O[C@@H](C)C2CCN(CC2)C2=NC(=NO2)C(C)C